N1C=CC=2C1=NC=C(C2)C2=CN(CCS2)C=2C1=C(N=CN2)NC=C1 6-(1H-pyrrolo[2,3-b]pyridin-5-yl)-4-(7H-pyrrolo[2,3-d]pyrimidin-4-yl)-3,4-dihydro-2H-1,4-thiazine